(6-bromo-3-methoxypyridin-2-yl)-3-(1-isopropylpiperidin-4-yl)-2-methylpropane-1,3-dione BrC1=CC=C(C(=N1)C(C(C(=O)C1CCN(CC1)C(C)C)C)=O)OC